[N+](=O)([O-])C1(N=NC=N1)C=NN 3-nitro-1,2,4-triazolecarboxaldehyde hydrazone